C(#N)C=1C(=NC(=NC1)N[C@H]1CN(CCC1)C=1SC2=C(N1)C=CC(=C2)NC(C=C)=O)OC (R)-N-(2-(3-((5-cyano-4-methoxypyrimidin-2-yl)amino)piperidin-1-yl)benzo[d]thiazol-6-yl)acrylamide